3-(3-Chloro-4-fluorophenyl)-1-(6-methoxypyridin-3-yl)-1-((4-methyl-5-(trifluoromethyl)-4H-1,2,4-triazol-3-yl)methyl)urea ClC=1C=C(C=CC1F)NC(N(CC1=NN=C(N1C)C(F)(F)F)C=1C=NC(=CC1)OC)=O